NN1C(=CC(=C1)C(=O)OCC)C(=O)OCC Diethyl 1-amino-1H-pyrrole-2,4-dicarboxylate